O1CCN(CC1)C1=CC(=NC=2N1N=C(C2)C2=CC=NC=C2)C(N)=N 7-morpholino-2-(pyridin-4-yl)pyrazolo[1,5-a]pyrimidine-5-carboximidamide